ClC1=NC=C(C(=C1)C1=C(C=NC(=C1)C)C(=O)NC=1SC2=C(N1)CC[C@H](C2)C(=O)N[C@@H]2[C@H](CC2)O)OC (R)-2-(2'-chloro-5'-methoxy-6-methyl-[4,4'-bipyridine]-3-carboxamido)-N-((1S,2S)-2-hydroxycyclobutyl)-4,5,6,7-tetrahydrobenzo[d]thiazole-6-carboxamide